N(=[N+]=[N-])C[C@]1(C[C@H](N(C1)C(CNC(CCCOC1=CC=CC=C1)=O)=O)C(=O)OCC1=CC=CC=C1)F benzyl (2S,4R)-4-(azidomethyl)-4-fluoro-1-((4-phenoxybutanoyl)glycyl)pyrrolidine-2-carboxylate